(S)-2-((((9H-fluoren-9-yl)methoxy)carbonyl)amino)-3-(3-(1-(tert-butoxycarbonyl)-1H-indol-3-yl)phenyl)propanoic acid C1=CC=CC=2C3=CC=CC=C3C(C12)COC(=O)N[C@H](C(=O)O)CC1=CC(=CC=C1)C1=CN(C2=CC=CC=C12)C(=O)OC(C)(C)C